C1(CC1)CCC1C=C(CN1)C=1C(=C(C(=CC1)O)N1CC(NS1(=O)=O)=O)F 5-(3-(5-(2-cyclopropylethyl)-2,5-dihydro-1H-pyrrol-3-yl)-2-fluoro-6-hydroxyphenyl)-1,2,5-thiadiazolidin-3-one 1,1-dioxide